C(C)OC(=O)C=1C(=NC(=NC1)NC1=CC2=C(C(OC2(C)C)=O)C=C1)N[C@H](CO)C1=CC=CC=C1 2-[(3,3-dimethyl-1-oxo-1,3-dihydro-2-benzofuran-5-yl)amino]-4-{[(1S)-2-hydroxy-1-phenylethyl]Amino}pyrimidine-5-carboxylic acid ethyl ester